2-azabicyclo[3.1.1]heptane-5-carbonitrile C12NCCC(C1)(C2)C#N